1-(4-((8-methoxy-2-methylquinolin-5-yl)methyl)phenyl)ethane-1,2-diamine COC=1C=CC(=C2C=CC(=NC12)C)CC1=CC=C(C=C1)C(CN)N